tert-butyl (4-(2-iminothiazol-3(2H)-yl)butan-2-yl)carbamate N=C1SC=CN1CCC(C)NC(OC(C)(C)C)=O